C1CCCCCC=CCCCC1 7-cyclododecene